C(CCCCCCCC)C1=CC=C(C=C1)C(COCCOCCOCCOCCOCCOCCO)O 4-nonylphenylheptaethylene glycol